N-[[3-amino-5-(4-fluorophenyl)-6-(1-methyl-6-oxo-1,6-dihydropyridin-3-yl)pyrazin-2-yl]methyl]-3-(difluoromethoxy)pyridine-2-carboxamide NC=1C(=NC(=C(N1)C1=CC=C(C=C1)F)C1=CN(C(C=C1)=O)C)CNC(=O)C1=NC=CC=C1OC(F)F